4-((4-Methoxycyclohexyl)amino)-N-(6-(4-methylpiperazin-1-yl)pyridin-3-yl)-2-oxo-1,2-dihydropyridine-3-carboxamide COC1CCC(CC1)NC1=C(C(NC=C1)=O)C(=O)NC=1C=NC(=CC1)N1CCN(CC1)C